CC1=CC=CC=C1.[N] Nitrogen toluene